tert-butyl (2R,5S)-4-(2-(chloromethyl)-5-methyl-6-oxo-5,6-dihydroimidazo[1,2-b]pyridazin-8-yl)-2-ethyl-5-methylpiperazine-1-carboxylate ClCC=1N=C2N(N(C(C=C2N2C[C@H](N(C[C@@H]2C)C(=O)OC(C)(C)C)CC)=O)C)C1